trimethylolmethane triacrylate C(C=C)(=O)O.C(C=C)(=O)O.C(C=C)(=O)O.C(O)C(CO)CO